OCC=1N=C2C3=C(C(NC2=CC1)=O)CCC3 (hydroxymethyl)-5,7,8,9-tetrahydro-6H-cyclopenta[c][1,5]naphthyridin-6-one